N1C(=CC2=CC=CC=C12)C=1C=C2N(CCN=C2C2=CC(=C(C(=C2)OC)OC)OC)C1 7-(1H-indol-2-yl)-1-(3,4,5-trimethoxyphenyl)-3,4-dihydropyrrolo[1,2-a]pyrazine